FC=1C(=C(C=CC1F)C(=O)N1CC(C1)(O)CNOC)NC1=C(C=C(C=C1)I)F 1-({3,4-difluoro-2-[(2-fluoro-4-iodophenyl)amino]phenyl}carbonyl)-3-{[(methyloxy)amino]methyl}azetidin-3-ol